CC(=CC=CC=CCCCCCCI)C 12-methyl-7,9,11-tridecatrienyl iodide